Quinoline-6-Carboxylic chloride N1=CC=CC2=CC(=CC=C12)C(=O)Cl